3-(5-(((1R,2S)-2-(((1R,2R)-2-methoxycyclopentyl)amino)cyclohexyl)oxy)-1-oxoisoindolin-2-yl)piperidine-2,6-dione CO[C@H]1[C@@H](CCC1)N[C@@H]1[C@@H](CCCC1)OC=1C=C2CN(C(C2=CC1)=O)C1C(NC(CC1)=O)=O